C(C)(C)(C)C1=CC=C(C=C1)C1=NC=CC(=C1)CC1C(NC(S1)=O)=O 5-((2-(4-(tert-Butyl)phenyl)pyridin-4-yl)methyl)thiazolidine-2,4-dione